C=12N3CCCC3CN2C(N=CC1)=O 2,8,10-triazatricyclo[6.4.0.02,6]dodeca-1(12),10-dien-9-one